(2R,3S,4S)-2-[(4-chlorophenyl)methyl]-4-hydroxypyrrolidin-3-yl N-[(3-fluorophenyl)methyl]carbamate FC=1C=C(C=CC1)CNC(O[C@H]1[C@H](NC[C@@H]1O)CC1=CC=C(C=C1)Cl)=O